2-Chloro-8-ethyl-N-(4-nitrophenethyl)chinolin-4-amin ClC1=NC2=C(C=CC=C2C(=C1)NCCC1=CC=C(C=C1)[N+](=O)[O-])CC